3-hexenyl-magnesium bromide C(CC=CCC)[Mg]Br